FC1=CC=C(C=C1)C=1C(OC2=C(C1C)C=C(C=C2)O)C2=CC=C(C=C2)OC[C@H](C)N2[C@@H](CCC2)C 3-(4-fluorophenyl)-4-methyl-2-(4-((S)-2-((R)-2-methylpyrrolidin-1-yl)propoxy)phenyl)-2H-benzopyran-6-ol